C(C)C1CN(CCS1)C=O 2-ethylthiomorpholine-4-carbaldehyde